O=C1N2C(=NN1)CCC2C=2C=NC=C(C#N)C2 5-(3-oxo-2,5,6,7-tetrahydro-3H-pyrrolo[2,1-c][1,2,4]triazol-5-yl)nicotinonitrile